(9Z,12Z)-18-hydroxyoctadeca-9,12-dienoic acid OCCCCC\C=C/C\C=C/CCCCCCCC(=O)O